C(C)(C)(C)OC(=O)N1CCC2([C@H]([C@H](OC2)C)N[S@](=O)C(C)(C)C)CC1.BrC1=CC(=C(O[Si](C)(C)C(C)(C)C)C=C1OC)OC (4-bromo-2,5-dimethoxyphenoxy)(tert-butyl)dimethylsilane tert-butyl-(3R,4R)-4-(((R)-tert-butylsulfinyl)amino)-3-methyl-2-oxa-8-azaspiro[4.5]decane-8-carboxylate